C(C)OC(CCC1C(CCCC1=O)=O)=O 3-(2,6-Dioxocyclohexyl)propionic acid ethyl ester